(E)-3-(4-chlorophenyl)-4-phenyl-N-((4-(trifluoromethyl)phenyl)sulfonyl)-4,5-dihydro-1H-pyrazole-1-carboimidoyl chloride ClC1=CC=C(C=C1)C1=NN(CC1C1=CC=CC=C1)\C(=N/S(=O)(=O)C1=CC=C(C=C1)C(F)(F)F)\Cl